2-(4-cyclopropyl-6-methoxypyrimidin-5-yl)-6-((4-(5-methyl-3-(trifluoromethyl)-1H-pyrazol-1-yl)benzyl)oxy)-7H-purine C1(CC1)C1=NC=NC(=C1C1=NC(=C2NC=NC2=N1)OCC1=CC=C(C=C1)N1N=C(C=C1C)C(F)(F)F)OC